N-Phenyl-2,5-diazabicyclo[2.2.1]heptane-2-carboxamide C1(=CC=CC=C1)NC(=O)N1C2CNC(C1)C2